BrC=1C(=C(C=2N(C1)C=C(N2)C)Cl)OC 6-bromo-8-chloro-7-methoxy-2-methyl-imidazo[1,2-a]pyridine